1,4-dihydro-2,6-dimethyl-4-(3-nitrophenyl)-5-methylcarbonyl-3-pyridinecarboxylic acid CC=1NC(=C(C(C1C(=O)O)C1=CC(=CC=C1)[N+](=O)[O-])C(=O)C)C